BrC=1C=C(C(=O)NC2[C@H]3CC(C[C@@H]23)(O)C2=C3C=NNC3=CC(=C2)Cl)C=CC1 3-bromo-N-((1R,3r,5S,6r)-3-(6-chloro-1H-indazol-4-yl)-3-hydroxybicyclo[3.1.0]hexan-6-yl)benzamide